C(C=C)(=O)OCCC(C(=O)[O-])CC(=O)[O-] 2-Acryloyloxyethylsuccinat